6-methoxy-3-(2-(4-(trifluoromethoxy)phenyl)thiazol-4-yl)-3,4-dihydroacridine-1,9(2H,10H)-dione COC=1C=C2NC=3CC(CC(C3C(C2=CC1)=O)=O)C=1N=C(SC1)C1=CC=C(C=C1)OC(F)(F)F